(6aR)-8-acryloyl-1-((R)-3-hydroxy-5,5-dimethylpyrrolidin-1-yl)-4-methyl-3-(2-fluoro-6-hydroxyphenyl)-6,6a,7,8,9,10-hexahydro-12H-pyrazino[2,1-c]pyrido[3,4-f][1,4]oxazepin-12-one C(C=C)(=O)N1C[C@@H]2COC3=C(C(N2CC1)=O)C(=NC(=C3C)C3=C(C=CC=C3O)F)N3C[C@@H](CC3(C)C)O